C(C1=CC=CC=C1)OC=1C(C(=CN2N3[C@@H](CC([C@@H](N(C(C21)=O)C3)C)(F)F)C)C(=O)NCC3=C(C=C(C=C3)F)F)=O (1S,2R,5S)-8-(benzyloxy)-N-(2,4-difluorobenzyl)-4,4-difluoro-2,5-dimethyl-7,9-dioxo-2,3,4,5,7,9-hexahydro-1,6-methanopyrido[1,2-b][1,2,5]triazonine-10-carboxamide